C(C)[C@H]1N(CCN(C1)C1=NC=C(C=N1)C(F)(F)F)C(=O)OCCC1=CNC(C(=C1)C(F)(F)F)=O 2-(6-Oxo-5-(trifluoromethyl)-1,6-dihydropyridin-3-yl)ethyl (R)-2-ethyl-4-(5-(trifluoromethyl)pyrimidin-2-yl)piperazine-1-carboxylate